O[C@@H]1[C@H]([C@H](O[C@@H]([C@@H]1O)CO)CCCCCOCCOCCNC)NC(C)=O N-((2R,3R,4R,5R,6R)-4,5-dihydroxy-6-(hydroxymethyl)-2-(5-(2-(2-(methylamino)ethoxy)ethoxy)pentyl)tetrahydro-2H-pyran-3-yl)acetamide